OC=1C(=NC=C(C1)C1=NC=NC(=C1)OC)C1=CC=C(N=N1)N1C[C@@H](CC1)N(C(OC(C)(C)C)=O)C Tert-butyl N-[(3R)-1-[6-[3-hydroxy-5-(6-methoxypyrimidin-4-yl)-2-pyridyl]pyridazin-3-yl]pyrrolidin-3-yl]-N-methyl-carbamate